BrC1=CC(=C(C=C1)C1=CN(C(O1)=O)C1C(NC(CC1)=O)=O)F 3-(5-(4-bromo-2-fluorophenyl)-2-oxooxazol-3(2H)-yl)piperidine-2,6-dione